C(C)(=O)OC(C)(C)CC1=CC=CC=C1 BENZYLDIMETHYLCARBINOL ACETATE